ClC1=C(C(=C(C=C1)N1CCC(CC1)C1=CC(=C(N)C=C1F)OC)F)C 4-(1-(4-Chloro-2-fluoro-3-methylphenyl)piperidin-4-yl)-5-fluoro-2-methoxyaniline